FC(N1N=CC(=C1)C1=C2C(=NC=C1)N(N=C2CNC(OC(C)(C)C)=O)C2=CC=C(C=C2)OC(F)(F)F)F tert-butyl N-[[4-[1-(difluoromethyl)pyrazol-4-yl]-1-[4-(trifluoromethoxy)phenyl]pyrazolo[3,4-b]pyridin-3-yl]methyl]carbamate